4-(iodomethyl)tetrahydropyran ICC1CCOCC1